C(CCCCCCCC)(=O)OCC(CCCCCCCC)CCCCCCCC 2-octyldecyl pelargonate